ClC1=NC(=CC=C1N(CC1=CC=C(C=C1)OC)CC1=CC=C(C=C1)OC)C([2H])([2H])[2H] 2-chloro-N,N-bis(4-methoxybenzyl)-6-(methyl-d3)pyridin-3-amine